racemic-N-(3-((1-acetyl-2,2-dimethyl-azetidin-3-yl)oxy)-1-methyl-1H-pyrazol-4-yl)carboxamide C(C)(=O)N1C([C@@H](C1)OC1=NN(C=C1NC=O)C)(C)C |r|